(3-(ethoxycarbonyl)-1-(pyridin-3-yl)-1H-pyrazol-4-yl)boronic acid C(C)OC(=O)C1=NN(C=C1B(O)O)C=1C=NC=CC1